[Cl-].NCCC[Zn+] 3-amino-propyl-zinc chloride